(S)-3-((S)-sec-butyl)-4-(4,6-dimethoxypyrimidin-2-yl)-1,3,4,5-tetrahydro-2H-benzo[e][1,4]diazepin-2-one [C@H](C)(CC)[C@@H]1N(CC2=C(NC1=O)C=CC=C2)C2=NC(=CC(=N2)OC)OC